6-chloro-4-[(3S,4R)-4-(4-chloro-N-methyl-anilino)-3-methyl-1-piperidinyl]-1-methyl-2-oxo-1,5-naphthyridine-3-carbonitrile ClC=1N=C2C(=C(C(N(C2=CC1)C)=O)C#N)N1C[C@@H]([C@@H](CC1)N(C1=CC=C(C=C1)Cl)C)C